((R)-6,7-dichloro-1-methyl-1,3,4,5-tetrahydro-2H-pyrido[4,3-b]indol-2-yl)(5-((S)-7,7-difluorohexahydropyrrolo[1,2-a]pyrazin-2(1H)-yl)pyrimidin-2-yl)methanone ClC1=C(C=CC=2C3=C(NC12)CCN([C@@H]3C)C(=O)C3=NC=C(C=N3)N3C[C@H]1N(CC3)CC(C1)(F)F)Cl